FC=1C=CC(=C2C=NNC12)C=1N=NN(C1)CC=1N=C2N(C=C(C=C2)CNCC2(CCCC2)N)C1 1-[[[2-[[4-(7-fluoro-1H-indazol-4-yl)triazol-1-yl]methyl]imidazo[1,2-a]pyridin-6-yl]methylamino]methyl]cyclopentanamine